C(C1=CC=CC=C1)NC1=C(N=C2N1C(=CC=C2)C2=C(C=CC=1CCCCC21)O)C2=CC=CC=C2 1-(3-(benzylamino)-2-phenylimidazo[1,2-a]pyridin-5-yl)-5,6,7,8-tetrahydronaphthalen-2-ol